COC(=O)C=1C=CC2=C(N(C(=N2)CCl)C[C@H]2OCC2)C1.C1(=CC=CC2=CC=CC=C12)C=1C(=C(C=2C=CC3=CC=CC=C3C2C1)C1=CC=CC=2C3=CC=CC=C3C=CC12)C1=CC=CC2=CC=CC=C12 [di(naphthyl)]biphenanthrene methyl-2-(chloromethyl)-1-[(2S)-oxetan-2-ylmethyl]-1H-benzimidazole-6-carboxylate